N1N=CC2=CC=CC(=C12)N1C(N([C@H](C1)C#N)C1=CN=CC2=CC=CC=C12)=O |r| racemic-1-(1H-indazol-7-yl)-3-(isoquinolin-4-yl)-2-oxoimidazoline-4-carbonitrile